1-bromo-2-(3,3-difluorocyclobutyloxy)-4-nitrobenzene BrC1=C(C=C(C=C1)[N+](=O)[O-])OC1CC(C1)(F)F